(S)-6-bromo-3-(3-(3-methylpyridin-2-yloxy)pyrrolidin-1-yl)pyridinecarbaldehyde BrC1=CC=C(C(=N1)C=O)N1C[C@H](CC1)OC1=NC=CC=C1C